C(CCC)(=O)SCCOP(=O)(O)C(C1=CC=C2C=CC(=CC2=C1)C(=O)OC1=C(C(=C(C(=C1F)F)F)F)F)(F)F perfluorophenyl 7-(((2-(butyrylthio)ethoxy)(hydroxy)phosphoryl)difluoromethyl)-2-naphthoate